2-(4-((6aR,9R)-5-bromo-9-(diethylcarbamoyl)-7-methyl-6a,7,8,9-tetrahydroindolo[4,3-fg]quinolin-4(6H)-yl)-2-methyl-4-oxobutan-2-yl)-3,5-dimethylphenyl acetate C(C)(=O)OC1=C(C(=CC(=C1)C)C)C(C)(CC(=O)N1C(=C2C3=C(C4=C[C@H](CN([C@@H]4C2)C)C(N(CC)CC)=O)C=CC=C13)Br)C